ethyl (7R)-7-amino-4,5,6,7-tetrahydro-2H-pyrazolo[4,3-b]pyridine-3-carboxylate N[C@H]1C=2C(NCC1)=C(NN2)C(=O)OCC